N[C@H](CNC1=C(C2=NC(=CC(=C2S1)NCC=1SC=CC1)Cl)C)C (S)-N2-(2-aminopropyl)-5-chloro-3-methyl-N7-(thiophen-2-ylmethyl)thieno[3,2-b]pyridine-2,7-diamine